C(C)OC(=O)C1=CC(=CC=2SC3=CC=CC=C3C(C12)=O)OCC ethoxycarbonyl-3-ethoxythioxanthone